hydroxyphenylmethylsulfonium O[SH+]CC1=CC=CC=C1